1-[4-amino-3-(3-bromobenzyl)-2-azabicyclo[3.1.1]heptan-2-yl]-2-methyl-1-oxopropan-2-yl acetate C(C)(=O)OC(C(=O)N1C2CC(C(C1CC1=CC(=CC=C1)Br)N)C2)(C)C